O=S1(CCOCC2=C1C=C(C=C2)C(=O)N2[C@@H](CC2)C(=O)NC=2SC=C(N2)C2=NC(=CC=C2)F)=O (S)-1-(1,1-dioxido-2,3-dihydro-5H-benzo[e][1,4]oxathiepine-8-carbonyl)-N-(4-(6-fluoropyridin-2-yl)thiazol-2-yl)azetidine-2-carboxamide